dioxo-5-[[4-(tetrahydropyran-4-ylmethoxy)phenyl]methyl]-2,3-dihydro-1λ6,5-benzothiazepin-4-one O=C1C([SH4]C2=C(N(C1=O)CC1=CC=C(C=C1)OCC1CCOCC1)C=CC=C2)=O